N-(4-Methoxyphenyl)-2-(((2-(trifluoromethyl)pyridin-4-yl)thio)methyl)-1H-benzo[d]imidazol-5-amine COC1=CC=C(C=C1)NC1=CC2=C(NC(=N2)CSC2=CC(=NC=C2)C(F)(F)F)C=C1